ClC=1C=C(CNCCC2=CN(C3=CC=CC=C23)C)C=C(C1)C N-(3-chloro-5-methylbenzyl)-2-(1-methyl-1H-indol-3-yl)ethan-1-amine